FC1=C2C(=NC=C1)NC(=C2C)C(=O)N[C@@H]2[C@H]([C@H]1C([C@@H](C2)C1)(C)C)C 4-fluoro-3-methyl-N-[(1S,2S,3S,5R)-2,6,6-trimethylnorpinan-3-yl]-1H-pyrrolo[2,3-b]pyridine-2-carboxamide